2-CYCLOHEX-3-ENYL-1H-IMIDAZOLE-4-CARBALDEHYDE C1(CC=CCC1)C=1NC=C(N1)C=O